2,5-dichloro-N-(2,4-difluoro-3-(2-(tetrahydrofuran-3-ylamino)quinazolin-6-yl)phenyl)benzenesulfonamide ClC1=C(C=C(C=C1)Cl)S(=O)(=O)NC1=C(C(=C(C=C1)F)C=1C=C2C=NC(=NC2=CC1)NC1COCC1)F